C1(=C(C=CC=C1)C=1C(=O)NC(C1)=O)C=1C(=O)NC(C1)=O 1,2-phenylenebismaleimide